C(CC)(=O)O.NCCN[Na] N-(2-aminoethyl)-aminosodium propionate